C1(CC1)N1N=CC(=C1)C=1C=C(C=CC1)S(=O)(=O)N1CCC2(CC(CO2)NC[C@@H](COC2=CC(=CC=C2)S(=O)(=O)C)O)CC1 (2S)-1-(8-(3-(1-cyclopropyl-1H-pyrazol-4-yl)benzenesulfonyl)-1-oxa-8-azaspiro[4.5]decan-3-ylamino)-3-(3-(methylsulfonyl)phenoxy)propan-2-ol